C1(=CC=CC=C1)N1C(N=C(N=C1C1=C(C=CC=C1)C)N)N phenyl-6-(2-methylphenyl)-2,4-diamino-1,3,5-triazine